COC1[C@@]23[C@@]([C@H]4CC[C@]5([C@H]([C@@H]4C1)CC[C@@H]5[C@@H](CCC5=NC=CC=C5OCCO)C)C)(CC[C@@H]2C3)C 2-((2-((3R)-3-((1aR,3aR,3bS,5aR,6R,8aS,8bS,10aR)-10-methoxy-3a,5a-dimethylhexadecahydrocyclopenta[a]cyclopropa[2,3]cyclopenta[1,2-f]naphthalen-6-yl)butyl)pyridin-3-yl)oxy)ethan-1-ol